1-(2',4'-dichloro-[1,1'-biphenyl]-4-yl)-3-(quinoxalin-6-yl)prop-2-en-1-one ClC1=C(C=CC(=C1)Cl)C1=CC=C(C=C1)C(C=CC=1C=C2N=CC=NC2=CC1)=O